Cl.COC=1C=CC2=C(N=C(S2)C2CC(CN2)O)C1 5-(5-methoxybenzo[d]thiazol-2-yl)pyrrolidin-3-ol hydrochloride